FC1=C(C(=CC=C1)C)N1N=C2C(=CC1=O)NN=C2C2=CC=C(C=C2)N2CC(OCC2)CO 5-(2-Fluoro-6-methylphenyl)-3-(4-(2-(hydroxymethyl)morpholino)phenyl)-1H-pyrazolo[4,3-c]pyridazin-6(5H)-on